OCC1C[C@H](N(C1)C(=O)O)C(=O)O |r| rac-(2S)-4-(hydroxymethyl)pyrrolidine-1,2-dicarboxylic acid